NCCOCCOCCOCCOCCOCCNC1=C2C(N(C(C2=CC=C1)=O)C1C(NC(CC1)=O)=O)=O 4-(18-amino-4,7,10,13,16-pentaoxa-1-azaoctadecan-1-yl)-2-(2,6-dioxopiperidin-3-yl)-2,3-dihydro-1H-isoindole-1,3-dione